alpha-iodo-ethyl phenylacetate C1(=CC=CC=C1)CC(=O)OC(C)I